(2S,4R)-1-(2-(1H-1,2,3-triazol-5-yl)acetyl)-N-((R)-(3-(1H-pyrazol-5-yl)phenyl)(6-fluoro-5-isopropylpyridin-2-yl)methyl)-4-fluoropyrrolidine-2-carboxamide N1N=NC=C1CC(=O)N1[C@@H](C[C@H](C1)F)C(=O)N[C@@H](C1=NC(=C(C=C1)C(C)C)F)C1=CC(=CC=C1)C1=CC=NN1